[3-(Methacryloylamino)propyl]amide C(C(=C)C)(=O)NCCC[NH-]